NC=1C(=NC(=C(N1)N1N=CC=N1)C=1C=CC=2N(C1)C(=CN2)C)C(=O)O 3-amino-6-[3-methylimidazo[1,2-a]pyridin-6-yl]-5-(2H-1,2,3-triazol-2-yl)pyrazine-2-carboxylic acid